C1(=CC=CC2=CC=CC=C12)OC1=C(N)C=CC(=C1)OC 2-(1-naphthoxy)-4-methoxyaniline